C(C1=CC=CC=C1)[N+](=CCCCOC(C)CCCC(C)C)[O-] N-benzyl-4-((6-methylheptan-2-yl)oxy)butan-1-imine oxide